6-(5-methoxy-1H-indol-2-yl)-N-((R)-1-phenylethyl)-2,3,4,9-tetrahydro-1H-carbazol COC=1C=C2C=C(NC2=CC1)C=1C=C2C=3CCCCC3N(C2=CC1)[C@H](C)C1=CC=CC=C1